C(C)(C)(C)C=1C=CC(=NC1)C1=CC=CC=C1 5-T-butyl-2-phenylpyridine